γ-glycidoxypropyl-acetoxyethoxyethylsilane C(C1CO1)OCCC[SiH2]CCOCCOC(C)=O